ClC=1C=C(C(=NC1)OC1CC1)C[C@@H](C(=O)N(C)CCCCC=C)N(C([C@H](CC(C)C)NC(OC(C)(C)C)=O)=O)C Tert-butyl ((S)-1-(((S)-3-(5-chloro-2-cyclopropoxypyridin-3-yl)-1-(hex-5-en-1-yl(methyl)amino)-1-oxopropan-2-yl)(methyl)amino)-4-methyl-1-oxopentan-2-yl)carbamate